2-(8-((2s,5r)-2,5-diethyl-4-(1-(thiazolo[5,4-b]pyridin-5-yl)ethyl)piperazin-1-yl)-5-methyl-6-oxo-5,6-dihydroimidazo[1,2-b]pyridazin-2-yl)acetonitrile C(C)[C@@H]1N(C[C@H](N(C1)C(C)C1=CC=C2C(=N1)SC=N2)CC)C=2C=1N(N(C(C2)=O)C)C=C(N1)CC#N